N[C@H](C(=O)O)CCS(=O)(=O)CCC1(OC(C2=CC=CC=C12)=O)C(F)(F)F (2s)-2-amino-4-((2-(3-oxo-1-(trifluoromethyl)-1,3-dihydroisobenzofuran-1-yl)ethyl)sulfonyl)butanoic acid